C1(CC1)CNC=1C2=C(N=C(N1)NC1=C(C=C(C=C1)S(=O)(=O)C)OC)NC=C2 N4-(cyclopropylmethyl)-N2-(2-methoxy-4-(methylsulfonyl)phenyl)-7H-pyrrolo[2,3-d]pyrimidine-2,4-diamine